5-fluoro-6-(2-methoxy-ethoxy)-3-[3-(6-methoxy-pyridin-3-yl)-isoxazol-5-yl]-1H-indazole FC=1C=C2C(=NNC2=CC1OCCOC)C1=CC(=NO1)C=1C=NC(=CC1)OC